2-(3-((S or R)-1-(((R)-((R)-8-cyano-1,2,3,4-tetrahydroquinoxalin-2-yl)(phenyl)methyl)amino)propan-2-yl)-4-fluorophenyl)acetic acid C(#N)C=1C=CC=C2NC[C@@H](NC12)[C@@H](C1=CC=CC=C1)NC[C@@H](C)C=1C=C(C=CC1F)CC(=O)O |o1:21|